7-Bromo-8-fluoro-5-methyl-3,4-dihydronaphthalen-1(2H)-one BrC1=CC(=C2CCCC(C2=C1F)=O)C